C1CC12CCN(CC2)C2=C(C(=O)NC1=NC(=NC(=C1)C)N1CCC(CC1)(F)F)C=CC(C2)=NS(=O)(=O)C2CC2 (6-azaspiro[2.5]oct-6-yl)-4-(R-cyclopropylsulfonyl-imino)-N-(2-(4,4-difluoro-1-piperidinyl)-6-methyl-4-pyrimidinyl)benzamide